(R)-5-(4-((7-Methyl-6-oxo-5,6-dihydro-1,5-naphthyridin-3-yl)methyl)piperazin-1-yl)-N-(tetrahydrofuran-3-yl)pyridineamide CC=1C(NC=2C=C(C=NC2C1)CN1CCN(CC1)C=1C=CC(=NC1)C(=O)N[C@H]1COCC1)=O